C[Si](CCOCN1C=CC=2C1=NC=C(N2)OC2CN(CC2)C(=O)OC(C)(C)C)(C)C tertbutyl 3-((5-((2-(trimethylsilyl)ethoxy)methyl)-5H-pyrrolo[2,3-b]pyrazin-2-yl)oxy)pyrrolidine-1-carboxylate